C(C1=CC=CC=C1)N1C2=CC=C(C=C2C=2C=CN=C(C12)C)NC(=O)NC1=CC=C(C=C1)F 1-(9-benzyl-1-methyl-β-carbolin-6-yl)-3-(4-fluorophenyl)urea